4-(5-(((1s,3s)-3-(methoxycarbonyl)cyclohexyl)oxy)-6-methylpyridin-2-yl)-1-methyl-1H-1,2,3-triazole-5-carboxylic acid COC(=O)[C@@H]1C[C@H](CCC1)OC=1C=CC(=NC1C)C=1N=NN(C1C(=O)O)C